(S)-N-(2-(4,4-difluorocyclohexyl)-4-(2,5-difluorophenyl)pyridin-3-yl)-2-((1-methoxypropan-2-yl)oxy)pyrimidine-5-carboxamide FC1(CCC(CC1)C1=NC=CC(=C1NC(=O)C=1C=NC(=NC1)O[C@H](COC)C)C1=C(C=CC(=C1)F)F)F